CN1CC(C1)C=1C=CC(=NC1)C1=NC(=NC=C1)N (5-(1-methylazetidin-3-yl)pyridin-2-yl)pyrimidin-2-amine